NCCCCC#CC1=C(C(=O)O)C=C(C=C1)NC(CCN)=O 2-(6-aminohex-1-yn-1-yl)-5-(3-aminopropanamido)benzoic acid